C(C=C)(=O)N1CCN(CC1)C1=CC(=NC=2CN(CCC12)C1=CC=CC2=CC=CC(=C12)C)C(=O)N[C@@H]1COC[C@H]1N1CCN(CC1)C |r| rac-4-(4-acryloylpiperazin-1-yl)-7-(8-methylnaphthalen-1-yl)-N-(trans-4-(4-methylpiperazin-1-yl)tetrahydrofuran-3-yl)-5,6,7,8-tetrahydro-1,7-naphthyridine-2-carboxamide